OC=1C=C(C2OC3=CC=CC(=C3C(C2)=O)O)C=CC1OCCC 3',5-dihydroxy-4'-propoxyflavanone